FC1=C(C(=O)N)C=CC(=C1)C1=CC(=CC2=CC=CC=C12)OC fluoro-4-(3-methoxynaphthalen-1-yl)benzamide